(R)-2-((1-(4-carbamoyl-6-chloro-2-morpholinoquinolin-8-yl)ethyl)amino)benzoic acid C(N)(=O)C1=CC(=NC2=C(C=C(C=C12)Cl)[C@@H](C)NC1=C(C(=O)O)C=CC=C1)N1CCOCC1